5-(2-((3-((tert-Butoxycarbonyl)amino)cyclobutyl)methoxy)ethoxy)benzo[c][2,6]naphthyridine-8-carboxylic acid C(C)(C)(C)OC(=O)NC1CC(C1)COCCOC1=NC2=C(C3=CN=CC=C13)C=CC(=C2)C(=O)O